C1(CC1)CN1C(=CC2=CC(=CC=C12)OC)C1=NC2=C(N1C)C=CC(=C2)C(=O)N2C[C@@H](CCC2)N (3R)-1-({2-[1-(Cyclopropylmethyl)-5-(methyloxy)-1H-indol-2-yl]-1-methyl-1H-benzimidazol-5-yl}carbonyl)-3-piperidinamine